C(OC1=C(C=CC=C1[N+](=O)[O-])C1=NNC=N1)([2H])([2H])[2H] 3-(2-(Methoxy-d3)-3-nitrophenyl)-1H-1,2,4-triazole